2-(4-hydroxybutyrylamino)-4,4-dimethylpentanoic acid ethyl ester C(C)OC(C(CC(C)(C)C)NC(CCCO)=O)=O